7-[[5-(trifluoromethyl)-1,3,4-oxadiazol-2-yl]methyl]-2-azaspiro[3.5]nonane-2-carboxylic Acid Tert-Butyl Ester C(C)(C)(C)OC(=O)N1CC2(C1)CCC(CC2)CC=2OC(=NN2)C(F)(F)F